4-(2-(6-(3-(((tert-butoxycarbonyl)(4-methoxybenzyl)amino)methyl)imidazo[1,2-a]pyridin-6-yl)-2,3-difluorophenoxy)ethyl)-1,5-dimethyl-1H-pyrazole-3-carboxylic acid C(C)(C)(C)OC(=O)N(CC1=CC=C(C=C1)OC)CC1=CN=C2N1C=C(C=C2)C2=CC=C(C(=C2OCCC=2C(=NN(C2C)C)C(=O)O)F)F